5-fluoro-2-(1-hydroxyethyl)-2,3-dihydrobenzofuran-7-carboxylic acid methyl ester COC(=O)C1=CC(=CC=2CC(OC21)C(C)O)F